tert-butyl (1R,5S,6s)-6-(aminomethyl)-3-azabicyclo[3.1.0]hexane-3-carboxylate CC(C)(C)OC(=O)N1C[C@@H]2[C@H](C1)C2CN